1,1,1,3,3,3-hexafluoropropan-2-yl (S)-1-((pyrimidin-5-ylmethyl)carbamoyl)-6-azaspiro[2.5]octane-6-carboxylate N1=CN=CC(=C1)CNC(=O)[C@H]1CC12CCN(CC2)C(=O)OC(C(F)(F)F)C(F)(F)F